BrC=1C=NC(=NC1)N1C[C@@H](CCC1)F (R)-5-bromo-2-(3-fluoropiperidin-1-yl)pyrimidine